CC=1C=CC(=[N+](C1)[O-])C(F)(F)F 5-methyl-2-(trifluoromethyl)pyridine 1-oxide